Isoleucylproline N[C@@H]([C@@H](C)CC)C(=O)N1[C@@H](CCC1)C(=O)O